CC(CCCCCCCCC(=O)OCC)CCCCCC ethyl 10-methylhexadecanoate